3-amino-5,6-dichloropicolinic acid NC=1C(=NC(=C(C1)Cl)Cl)C(=O)O